1-(9-ethyl-2-(3-(1-methyl-1H-pyrazol-3-yl)phenyl)-6-morpholino-9H-purin-8-yl)azetidin-3-ol C(C)N1C2=NC(=NC(=C2N=C1N1CC(C1)O)N1CCOCC1)C1=CC(=CC=C1)C1=NN(C=C1)C